7-{[2-(4-Chlorophenyl)imidazo[1,2-a]pyridin-3-yl]methyl}-N,N-diethyl-3-oxa-7,9-diazabicyclo[3.3.1]nonan-9-carboxamid ClC1=CC=C(C=C1)C=1N=C2N(C=CC=C2)C1CN1CC2COCC(C1)N2C(=O)N(CC)CC